8-fluoro-4-isopropyl-2H-benzo[b][1,4]thiazin-3(4H)-one FC1=CC=CC2=C1SCC(N2C(C)C)=O